(3-lauryloxycarbonylpropyl)dimethylammonium acetate C(C)(=O)[O-].C(CCCCCCCCCCC)OC(=O)CCC[NH+](C)C